7-hydroxy-1H-indole-2,3-dione OC=1C=CC=C2C(C(NC12)=O)=O